Hydroxytetrahydropyrimidine C1C=CN(CN1)O